FC1=C(C=CC=C1)S(=O)(C)=NC1=C(C=C(C=C1)C1=NOC(=N1)C(F)(F)F)OC (2-fluorophenyl)((2-methoxy-4-(5-(trifluoromethyl)-1,2,4-oxadiazol-3-yl)phenyl)imino)(methyl)-λ6-sulfanone